Methoxynaphthalene-1-ol COC1=C(C2=CC=CC=C2C=C1)O